3-((5R,8aS)-3-chloro-5-methyl-5,6,8a,9-tetrahydro-8H-7,10-dioxa-2,4,4b-triazaphenanthrene-1-ylmethyl)-3H-[1,2,3]Triazole-4-carboxylic acid methyl ester COC(=O)C=1N(N=NC1)CC1=NC(=NC=2N3[C@@H](COC[C@H]3COC12)C)Cl